1-eicosyl-2-(9Z-heptadecenoyl)-glycero-3-phosphocholine CCCCCCCCCCCCCCCCCCCCOC[C@H](COP(=O)([O-])OCC[N+](C)(C)C)OC(=O)CCCCCCC/C=C\CCCCCCC